5-(2-tert-butyl-5-phenyl-3H-imidazol-4-yl)-3-(propane-2-sulfonyl)-3H-imidazo[4,5-b]pyridin-2-ylamine mesylate S(C)(=O)(=O)O.C(C)(C)(C)C1=NC(=C(N1)C1=CC=C2C(=N1)N(C(=N2)N)S(=O)(=O)C(C)C)C2=CC=CC=C2